ClC1=CC2=C(N=CNC2=O)N1C1=CC=C(C=C1)[C@H]1N([C@H](COC1)C)C(=O)OC(C)(C)C tert-Butyl (3R,5S)-3-(4-(6-chloro-4-oxo-3,4-dihydro-7H-pyrrolo[2,3-d]pyrimidin-7-yl)phenyl)-5-methylmorpholine-4-carboxylate